Cl.Cl.ClC=1C(=NC2=CC=C(C=C2C1)NCCN)N1CCNCC1 N'-(3-chloro-2-piperazin-1-yl-6-quinolinyl)ethane-1,2-diamine dihydrochloride